5-chloro-2-((2-(2-fluorophenyl)-5H-imidazo[4,5-c]pyridin-5-yl)methyl)benzo[d]thiazole ClC=1C=CC2=C(N=C(S2)CN2C=C3C(C=C2)=NC(=N3)C3=C(C=CC=C3)F)C1